1-(4-(6-bromo-2-(1,3,4-thiadiazol-2-yl)-2H-indazol-4-yl)piperazin-1-yl)-2-methylpropan-1-one BrC=1C=C(C2=CN(N=C2C1)C=1SC=NN1)N1CCN(CC1)C(C(C)C)=O